2,4-diacetylaniline C(C)(=O)C1=C(N)C=CC(=C1)C(C)=O